BrC=1C(=CC(=NC1)C(F)F)CO (5-bromo-2-(difluoromethyl)pyridin-4-yl)methanol